NCC1=CC(=NC=C1)C(=O)NC12CC(C1)(C2)NC(COC2=CC(=C(C=C2)Cl)F)=O 4-(aminomethyl)-N-{3-[2-(4-chloro-3-fluorophenoxy)acetamido]bicyclo[1.1.1]pent-1-yl}pyridine-2-carboxamide